2-oxo-N-(1H-pyrazolo[4,3-c]pyridin-7-yl)-2-[(2S,5R)-5-methyl-2-[3-(4-methylpiperazin-1-yl)phenyl]-4-(2-methylpropanoyl)piperazin-1-yl]acetamide O=C(C(=O)NC=1C2=C(C=NC1)C=NN2)N2[C@H](CN([C@@H](C2)C)C(C(C)C)=O)C2=CC(=CC=C2)N2CCN(CC2)C